P(=O)(O)(O)OC[C@H](N)[C@H](O)C(CCCCCCCCCCCCCC)O 4-hydroxysphinganine 1-phosphate